BrC1=NN(C2=NC=NC(=C21)N)C(C)(C)C 3-bromo-1-(tert-butyl)-1H-pyrazolo[3,4-d]pyrimidin-4-amine